C1=CC=CC=2C3=CC=CC=C3C3(C12)CCCC3 Spiro[cyclopentane-1,9'-fluorene]